NC=1C(=NC(=CN1)C1=NC=CC=C1OC(F)(F)F)C(=O)NC1=NC=CC=C1N1C[C@H]([C@H](CC1)N)F (+)-3-amino-N-(3-((cis)-4-amino-3-fluoropiperidin-1-yl)pyridin-2-yl)-6-(3-(trifluoromethoxy)pyridin-2-yl)pyrazine-2-carboxamide